ClC=1C=C(C=CC1F)N(C(=O)[C@H]1N(C(N(C1)CCN1C[C@H](CC1)O)=O)C1=NC(=CC(=C1)C(F)(F)F)C)C (S)-N-(3-Chloro-4-fluorophenyl)-1-(2-((S)-3-hydroxypyrrolidin-1-yl)ethyl)-N-methyl-3-(6-methyl-4-(trifluoromethyl)pyridin-2-yl)-2-oxoimidazolidine-4-carboxamide